ClC1=C(C(=O)NCC2=CC(NC=C2)=O)C=CC(=C1)NC=1C=2N(C=CN1)C(=CN2)C2=C(C(=C(C=C2)OCC#N)F)F 2-chloro-4-[[3-[4-(cyanomethoxy)-2,3-difluorophenyl]imidazo[1,2-a]pyrazin-8-yl]amino]-N-[(2-oxo-1H-pyridin-4-yl)methyl]benzamide